CC1=C(C=CC=C1)SC1=CC2=C([C@@H](CCO2)CNC=2C=NC=CC2C(=O)O)C=C1 3-({[(4R)-7-[(2-methylphenyl)thio]-3,4-dihydro-2H-1-benzopyran-4-yl]methyl}amino)pyridine-4-carboxylic acid